N-(3-(4-chloro-3-(trifluoromethyl)phenyl)-2-oxopropyl)-2-((S)-2,2-dimethylcyclopropane-1-carbonyl)-6-(thiazole-5-carbonyl)-2,6-diazaspiro[3.4]octane-8-carboxamide ClC1=C(C=C(C=C1)CC(CNC(=O)C1CN(CC12CN(C2)C(=O)[C@@H]2C(C2)(C)C)C(=O)C2=CN=CS2)=O)C(F)(F)F